2-(5-ethyl-1-methyl-1H-pyrazol-3-yl)isoindole-1,3-dione C(C)C1=CC(=NN1C)N1C(C2=CC=CC=C2C1=O)=O